BrC1=CC=C(C=C1)C1(CCN(CC1)C(/C(=C/C1=CC=CC=C1)/NC(C1=CC=CC=C1)=O)=O)O (Z)-N-(3-(4-(4-bromophenyl)-4-hydroxypiperidin-1-yl)-3-oxo-1-phenylprop-1-en-2-yl)benzamide